tert-Butyl (3S)-3-[4-(5-chloro-2-fluoro-4-hydroxy-anilino)pyrido[3,2-d]pyrimidin-6-yl]oxypyrrolidine-1-carboxylate ClC=1C(=CC(=C(NC=2C3=C(N=CN2)C=CC(=N3)O[C@@H]3CN(CC3)C(=O)OC(C)(C)C)C1)F)O